4-[(4-[(5-methyl-1H-pyrazol-3-yl)amino]-6-(oxazol-3-yl)pyrimidin-2-yl)amino]adamantan-1-ol CC1=CC(=NN1)NC1=NC(=NC(=C1)N1COC=C1)NC1C2CC3(CC(CC1C3)C2)O